(1S,2S)-N-[7-chloro-6-[4-((3S,4S)-4-hydroxy-3-methyl-tetrahydrofuran-3-yl)piperazin-1-yl]-3-isoquinolyl]-2-methyl-2-tetrahydrofuran-3-yl-cyclopropanecarboxamide ClC1=C(C=C2C=C(N=CC2=C1)NC(=O)[C@@H]1[C@@](C1)(C1COCC1)C)N1CCN(CC1)[C@]1(COC[C@H]1O)C